((methoxy-d3)methyl)-2-(methyl-d3)-1,2,4,7-tetrahydro-3H-pyrrolo[3',2':5,6]pyrido[3,4-b]pyrazin-3-one C(OCN1C2=C(NC(C1C([2H])([2H])[2H])=O)C=NC1=C2C=CN1)([2H])([2H])[2H]